tert-Butyl-((3R,5R)-1-(2-(1-(cyclopropylmethyl)-6-(3-(methoxymethyl)azetidin-1-yl)-1H-indol-2-yl)-4-methoxy-3-methylpyrazolo[1,5-a]pyridine-6-carbonyl)-5-fluoropiperidin-3-yl)carbamate C(C)(C)(C)OC(N[C@H]1CN(C[C@@H](C1)F)C(=O)C=1C=C(C=2N(C1)N=C(C2C)C=2N(C1=CC(=CC=C1C2)N2CC(C2)COC)CC2CC2)OC)=O